C1C\C=C/CCCCCCCCCCC(=O)OC1=O cis-3-tetradecene-1,14-dicarboxylic anhydride